1-(3-(4-Methoxyphenyl)-1,2,4-oxadiazol-5-yl)-N-(1-propylpiperidin-4-yl)piperidine-4-carboxamide COC1=CC=C(C=C1)C1=NOC(=N1)N1CCC(CC1)C(=O)NC1CCN(CC1)CCC